3-phenyl-2-(thiophen-2-yl)propionitrile C1(=CC=CC=C1)CC(C#N)C=1SC=CC1